4-bromo-N,N-bis(2,4-dimethoxy-benzyl)pyridine-2-sulfonamide BrC1=CC(=NC=C1)S(=O)(=O)N(CC1=C(C=C(C=C1)OC)OC)CC1=C(C=C(C=C1)OC)OC